FC1(CNC1)COC(=O)N1CCC(CC1)NC1=NC(=NC=2N1N=CC2C(C)C)N[C@@H](CO)CC (R)-4-((2-((1-hydroxybutane-2-yl)amino)-8-isopropylpyrazolo[1,5-a][1,3,5]triazine-4-yl)amino)piperidine-1-carboxylic acid (3-fluoroazetidine-3-yl)methyl ester